C(C)(C)(C)OC(NC=1SC2=C(N1)C(=CC(=C2)N)C)=O (6-amino-4-methylbenzo[D]thiazol-2-yl)carbamic acid tert-butyl ester